(1-(3'-((8-chloro-[1,2,4]triazolo[4,3-a]quinazolin-5-yl)(methyl)amino)-[1,1'-biphenyl]-4-yl)cyclopropyl)methanol ClC1=CC=C2C(=NC=3N(C2=C1)C=NN3)N(C=3C=C(C=CC3)C3=CC=C(C=C3)C3(CC3)CO)C